FC(C1=NN=C(O1)C=1C=C(C(=NC1)CN1C(OC(=N1)C=1C=C2CCNCC2=CC1)=S)F)F 3-[[5-[5-(difluoromethyl)-1,3,4-oxadiazol-2-yl]-3-fluoro-2-pyridinyl]methyl]-5-(1,2,3,4-tetrahydroisoquinolin-6-yl)-1,3,4-oxadiazol-2-thione